(2R,3S,5R)-5-(6-amino-2-fluoro-purin-9-yl)-2-[[tert-butyl(dimethyl)silyl]oxymethyl]-2-ethynyl-tetrahydrofuran-3-ol NC1=C2N=CN(C2=NC(=N1)F)[C@H]1C[C@@H]([C@@](O1)(C#C)CO[Si](C)(C)C(C)(C)C)O